(S)-4-amino-2-(6-fluoro-4-oxo-3-(4-((6-oxo-5-(trifluoromethyl)-1,6-dihydropyridazin-4-yl)amino)pentyl)-3,4-dihydroquinazolin-7-yl)pyrimidine-5-carbonitrile NC1=NC(=NC=C1C#N)C1=C(C=C2C(N(C=NC2=C1)CCC[C@H](C)NC=1C=NNC(C1C(F)(F)F)=O)=O)F